(2-(3,5-dimethoxystyryl)-5-methoxyphenoxy)triethylsilicon COC=1C=C(C=CC2=C(O[Si](CC)(CC)CC)C=C(C=C2)OC)C=C(C1)OC